1-(3,4,5,6-tetrahydro-2H-pyran-2-yl)-4-(4,4,5,5-tetramethyl-1,3,2-dioxaborolan-2-yl)pyrazole O1C(CCCC1)N1N=CC(=C1)B1OC(C(O1)(C)C)(C)C